(Z)-N-(4-(1H-Tetrazol-5-yl)phenyl)-4-(5-((5-ethylpyridin-2-yl)methylene)-2,4-dioxothiazolidin-3-yl)butanamide N1N=NN=C1C1=CC=C(C=C1)NC(CCCN1C(S\C(\C1=O)=C/C1=NC=C(C=C1)CC)=O)=O